5-chloro-N-(6-((1-methylpiperidin-4-ylidene)methyl)pyridin-2-yl)picolinamide ClC=1C=CC(=NC1)C(=O)NC1=NC(=CC=C1)C=C1CCN(CC1)C